[OH-].C(C)[P+](CCCCCC)(CC)CC triethyl-hexyl-phosphonium hydroxide